1-Hydroxyoctan-2-yl 5-(1,2-dithiolan-3-yl)pentanoate [1-Hydroxyoctan-2-yl 5-(1,2-dithiolan-3-yl)pentanoate] OCC(CCCCCC)C(C(=O)O)CCCC1SSCC1.S1SC(CC1)CCCCC(=O)OC(CO)CCCCCC